C(C)OC(\C=C\C=1N(N=C(C1Br)Cl)C)=O (E)-3-(4-bromo-5-chloro-2-methyl-pyrazol-3-yl)prop-2-enoic acid ethyl ester